2-(4-chloro-1H-pyrazol-1-yl)-N-[(dimethylamino)methylene]-5-[(diphenylmethylene)amino]pyridine-3-sulfonamide ClC=1C=NN(C1)C1=NC=C(C=C1S(=O)(=O)N=CN(C)C)N=C(C1=CC=CC=C1)C1=CC=CC=C1